8-(6-isopropylisoquinolin-3-yl)naphthoic acid ethyl ester C(C)OC(=O)C1=CC=CC2=CC=CC(=C12)C=1N=CC2=CC=C(C=C2C1)C(C)C